1-chloro-4-hydrazinylphthalazine ClC1=NN=C(C2=CC=CC=C12)NN